methyl (Z)-1-(4-amino-2-fluorobut-2-en-1-yl)-4-(3-(dimethylphosphoryl)phenyl)-1H-benzo[d]imidazol-6-carboxylate hydrochloride Cl.NC\C=C(\CN1C=NC2=C1C=C(C=C2C2=CC(=CC=C2)P(=O)(C)C)C(=O)OC)/F